NC1=NC(=CC(=N1)NC(=O)C1=CC=CC=2OCOCC21)C2=CC(=CC=C2)OC N-(2-amino-6-(3-methoxyphenyl)pyrimidin-4-yl)benzo[d][1,3]dioxin-5-carboxamide